BrC=1C(=C(C=CC1)C=1OC2=NC=C(C=C2N1)CO)C (2-(3-bromo-2-methylphenyl)oxazolo[5,4-b]pyridin-6-yl)methanol